FC(C=1C=NC(=NC1)N1CCC(CC1)CCO\N=C\[C@H](C)NC(OC(C)(C)C)=O)(F)F (S-E)-tert-butyl (1-((2-(1-(5-(trifluoromethyl)pyrimidin-2-yl) piperidin-4-yl)ethoxy)imino)propan-2-yl)carbamate